C(C)(C)(C)OC(=O)N1[C@H](C=2C(CC1)=NN(C2N)C2=CC(=C(C(=C2)C)F)C)C (S)-3-amino-2-(4-fluoro-3,5-dimethylphenyl)-4-methyl-2,4,6,7-tetrahydro-5H-pyrazolo[4,3-c]pyridine-5-carboxylic acid tert-butyl ester